(S)-(4-(difluoromethyl)-2-(1-hydroxycyclopropyl)oxazol-5-yl)(4-(4-methylpyrazolo[1,5-a]pyridin-2-yl)-6,7-dihydro-1H-imidazo[4,5-c]pyridin-5(4H)-yl)methanone FC(C=1N=C(OC1C(=O)N1[C@@H](C2=C(CC1)NC=N2)C2=NN1C(C(=CC=C1)C)=C2)C2(CC2)O)F